C(C)(C)(C)OC(=O)N(C=1C(=CC2=C(OCC[C@@H]3N(C2)CCN(C3)C(=O)OC(C)(C)C)C1)[N+](=O)[O-])C(C(=O)OC)CC tert-butyl (4aS)-9-((tert-butoxycarbonyl)(1-methoxy-1-oxobutan-2-yl)amino)-10-nitro-1,2,4,4a,5,6-hexahydro-3H,12H-benzo[b]pyrazino[1,2-e][1,5]oxazocine-3-carboxylate